C(C)P(O)(=O)C(C)(C)C ethyl-(tert-butyl)phosphinic acid